CC=1C=C(C=CC1)N(C1=CC=CC=C1)C1=CC=C(C=C1)N(C1=CC=CC=C1)C1=CC=C(C=C1)C1=CC=C(C=C1)N(C1=CC=C(C=C1)N(C1=CC(=CC=C1)C)C1=CC=CC=C1)C1=CC=CC=C1 4,4'-bis(N-{4-[N-(3-methylphenyl)-N-phenylamino]phenyl}-N-phenylamino)biphenyl